CC=1C=C(CN2CCNCC2)C=CC1 4-(3-methylbenzyl)piperazin